6-Chloro-3-[[(1R)-1-[3,6-dimethyl-4-oxo-2-(3-pyridyl)chromen-8-yl]ethyl]amino]-N-methylsulfonyl-pyridine-2-carboxamide ClC1=CC=C(C(=N1)C(=O)NS(=O)(=O)C)N[C@H](C)C=1C=C(C=C2C(C(=C(OC12)C=1C=NC=CC1)C)=O)C